FC1(OC2=C(O1)C=CC(=C2)N(C(=O)C=2C=C(C=CC2)N2N=C(C=1CCC[C@@H](C21)OC=2C=C(C(=O)O)C=CC2)C(F)(F)F)C)F |o1:26| (S) or (R)-3-[[1-[3-[(2,2-Difluoro-1,3-benzodioxol-5-yl)-methyl-carbamoyl]phenyl]-3-(trifluoromethyl)-4,5,6,7-tetrahydroindazol-7-yl]oxy]benzoic acid